5-[[(3S)-3-(4-phenyl-1H-imidazol-2-yl)-2,3-dihydro-1,4-benzodioxin-6-yl]oxy]-3,4-dihydro-1H-1,8-naphthyridin-2-one C1(=CC=CC=C1)C=1N=C(NC1)[C@@H]1OC2=C(OC1)C=CC(=C2)OC2=C1CCC(NC1=NC=C2)=O